OC1=C(C(=CC(=C1C(=O)NC)CCCCC)O)C1=C(C=CC(=C1)C)C(=C)C 2,6-dihydroxy-N,5'-dimethyl-4-pentyl-2'-(prop-1-en-2-yl)-[1,1'-biphenyl]-3-carboxamide